O=C(CCCOC[C@H](C)NC1=C(C(NN=C1)=O)C(F)(F)F)N1CCN(CC1)C1=NC=C(C=N1)C(F)(F)F (S)-5-((1-(4-Oxo-4-(4-(5-(trifluoromethyl)pyrimidin-2-yl)piperazin-1-yl)butoxy)propan-2-yl)amino)-4-(trifluoromethyl)pyridazin-3(2H)-one